C(CCCCC)C(C(=O)O)CCCCCCCC L-2-hexyl-decanoic acid